(3R)-1,1-dioxothiolan-3-amine hydrochloride Cl.O=S1(C[C@@H](CC1)N)=O